FC=1C=C(C=CC1)C=1N=NN(C1)C1C(C(OC(C1O)CO)C(=O)NC)OC 4-(4-(3-fluorophenyl)-1H-1,2,3-triazol-1-yl)-5-hydroxy-6-(hydroxymethyl)-3-methoxy-N-methyltetrahydro-2H-pyran-2-carboxamide